6-(2,4-difluorophenyl)-4-(3-(2-hydroxypropan-2-yl)piperidin-1-yl)isoindolin-1-one FC1=C(C=CC(=C1)F)C1=CC(=C2CNC(C2=C1)=O)N1CC(CCC1)C(C)(C)O